Palmitic acid-3,7-dimethyloct-2,6-dien-1-yl ester CC(=CCOC(CCCCCCCCCCCCCCC)=O)CCC=C(C)C